tert-butyl 4-(2-(1-bromoethyl)-5-chloro-4-oxoquinazolin-3(4H)-yl)-2,2-dimethylpiperazine-1-carboxylate BrC(C)C1=NC2=CC=CC(=C2C(N1N1CC(N(CC1)C(=O)OC(C)(C)C)(C)C)=O)Cl